3-amino-4-(cyclopentylamino)benzonitrile NC=1C=C(C#N)C=CC1NC1CCCC1